CC(C(=O)N1OCC[C@H]1C=1C=C(C#N)C=CC1)(C)C 3-[(3S)-2-(2,2-dimethylpropionyl)-1,2-oxazolidin-3-yl]benzonitrile